BrC(C(=O)NC=1N=C(N(C1)CC1=CC(=CC(=C1)F)F)C(F)(F)F)C 2-bromo-N-(1-(3,5-difluorobenzyl)-2-(trifluoromethyl)-1H-imidazol-4-yl)propanamide